5-(6'-bromo-2-methylsulfanyl-spiro[5,8-dihydropyrano[4,3-d]pyrimidine-7,1'-indane]-4-yl)-3-chloro-N,N-dimethyl-4,6,7,8-tetrahydropyrazolo[1,5-a][1,4]diazepine-2-carboxamide BrC1=CC=C2CCC3(C2=C1)CC=1N=C(N=C(C1CO3)N3CC=1N(CCC3)N=C(C1Cl)C(=O)N(C)C)SC